2-(3-trifluoromethyl-phenyl)indazole FC(C=1C=C(C=CC1)N1N=C2C=CC=CC2=C1)(F)F